FC=1C(=C(C(C(C1)O)=[N+]=[N-])[N+](=O)[O-])[N+](=O)[O-] Fluorodinitrodiazophenol